(S)-1-Ethyl-N'-((3-methyl-2-(trifluoromethyl)-6,7-dihydro-5H-cyclopenta[b]pyridin-4-yl)carbamoyl)-1H-pyrazole-3-sulfonimidamide C(C)N1N=C(C=C1)[S@](=O)(N)=NC(NC1=C2C(=NC(=C1C)C(F)(F)F)CCC2)=O